5-methyl-2,3-dihydrobenzo[b][1,4]oxazepin-4(5H)-one CN1C2=C(OCCC1=O)C=CC=C2